ethyl-α-bromophenyl acetate CCOC(=O)C(C1=CC=CC=C1)Br